CC1=C(C=C(C(=O)NC=2C=NC=C(C2)C(F)(F)F)C=C1)[C@H]1CN(CC1)C1=CN=C2N1N=C(C=C2)N2CCOCC2 (S)-4-methyl-3-(1-(6-morpholinoimidazo[1,2-b]pyridazin-3-yl)pyrrolidin-3-yl)-N-(5-(trifluoromethyl)pyridin-3-yl)benzamide